CN1N=CC=2C1=NC(=CC2N2C[C@@]1(C[C@@]1(C2)C(F)(F)F)C(=O)NC[C@H]2CN(CCO2)C)C (1S,5R)-3-(1,6-dimethyl-1H-pyrazolo[3,4-b]pyridin-4-yl)-N-(((S)-4-methylmorpholin-2-yl)methyl)-5-(trifluoromethyl)-3-azabicyclo[3.1.0]hexane-1-carboxamide